7-Fluoro-4-(4-fluoro-3-(3-hydroxy-3-methyl-2-oxoindolin-1-yl)benzyl)phthalazin-1(2H)-on FC1=CC=C2C(=NNC(C2=C1)=O)CC1=CC(=C(C=C1)F)N1C(C(C2=CC=CC=C12)(C)O)=O